2-((imidazo[1,2-a]pyridin-7-yloxy)methyl)-6-azaspiro[3.4]octan N=1C=CN2C1C=C(C=C2)OCC2CC1(C2)CNCC1